C=12C(=CC=CC1)O2 epoxybenzol